C1=CC=CC=2C3=CC=CC=C3C(C12)COC(=O)N[C@H](C(=O)O)CC1=CC=C(C=C1)C=1C=NN(C1)CCCOC (S)-2-((((9H-fluoren-9-yl)methoxy)carbonyl)amino)-3-(4-(1-(3-methoxypropyl)-1H-pyrazol-4-yl)phenyl)propanoic acid